4-[[dimethyl(oxo)-λ6-sulfanylidene]amino]-N1-(4-indol-1-ylpyrimidin-2-yl)benzene-1,2-diamine CS(=O)(C)=NC=1C=C(C(=CC1)NC1=NC=CC(=N1)N1C=CC2=CC=CC=C12)N